ClC1=C(C=CC(=C1)Cl)C1=CC2=C(N=C(N=C2)NC2=C(C=C(C=C2)N2CCNCC2)F)N2C1=NCCC2 6-(2,4-dichlorophenyl)-N-(2-fluoro-4-(piperazin-1-yl)phenyl)-9,10-dihydro-8H-pyrido[1,6-a:2,3-d']dipyrimidin-2-amine